[Na].ClC=1C=C(C=CC1Cl)S(=O)(=O)NC=1C(=NC=C(C1)C)C#N 3,4-dichloro-N-(2-cyano-5-methyl-pyridin-3-yl)-benzenesulfonamide sodium salt